methyl 5-(6-isobutyl-4-methylpyridin-3-yl)-4-oxo-4,5-dihydro-3H-1-thia-3,5,8-triazaacenaphthylene-2-carboxylate C(C(C)C)C1=CC(=C(C=N1)N1C(NC2=C(SC=3N=CC=C1C32)C(=O)OC)=O)C